CC(CN1N=C(C=C1)C1=CC=C(C=C1)C1CN(C1)C(=O)N1C[C@@H]2[C@@H](OCC(N2)=O)CC1)(C)C (4aR,8aS)-6-[3-[4-[1-(2,2-Dimethylpropyl)pyrazol-3-yl]phenyl]azetidine-1-carbonyl]-4,4a,5,7,8,8a-hexahydropyrido[4,3-b][1,4]oxazin-3-one